10,10'-((3-aminopropyl)azanediyl)bis(N,N-didecyldecanamide) NCCCN(CCCCCCCCCC(=O)N(CCCCCCCCCC)CCCCCCCCCC)CCCCCCCCCC(=O)N(CCCCCCCCCC)CCCCCCCCCC